6-amino-N-(2-{9-amino-2,2,3,3-tetramethyl-1,4-dioxa-7-azaspiro[4.4]nonan-7-yl}-5,6,7,8-tetrahydroquinolin-6-yl)-2-methylthieno[2,3-d][1,3]thiazole-5-carboxamide NC1=C(SC=2N=C(SC21)C)C(=O)NC2CC=1C=CC(=NC1CC2)N2CC1(OC(C(O1)(C)C)(C)C)C(C2)N